6-(4-ethoxyphenyl)-N-(7-methoxy-3,4-dihydroisoquinolin-2(1H)-yl)pyrazine-2-carboxamide C(C)OC1=CC=C(C=C1)C1=CN=CC(=N1)C(=O)NN1CC2=CC(=CC=C2CC1)OC